C(#C)C=1C=C(C=NC1)C=1N=C(NC(C1)=O)C=1C=C(CC(C(=O)N)(C)C)C=CC1C(F)(F)F {3-[4-(5-ethynylpyridin-3-yl)-6-oxo-1,6-dihydropyrimidin-2-yl]-4-(trifluoromethyl)benzyl}isobutyramide